NCCCCCCBr amino-hexylbromide